N-cyclopropyl-1-({[1-({3,4-difluoro-2-[(2-fluoro-4-iodophenyl)amino]phenyl}carbonyl)-3-hydroxyazetidin-3-yl]methyl}amino)cyclopentanecarboxamide trifluoroacetate salt FC(C(=O)O)(F)F.C1(CC1)NC(=O)C1(CCCC1)NCC1(CN(C1)C(=O)C1=C(C(=C(C=C1)F)F)NC1=C(C=C(C=C1)I)F)O